FC(CN1N=C(C2=CC=CC=C12)S(=O)(=O)Cl)(F)F 1-(2,2,2-trifluoroethyl)-1H-indazole-3-sulfonyl chloride